2'-chloro-N-(5-(5-cyano-3,4-dimethylpicolinoyl)-5,6-dihydro-4H-pyrrolo[3,4-d]thiazol-2-yl)-5'-methoxy-6-methyl-[4,4'-bipyridine]-3-carboxamide ClC1=NC=C(C(=C1)C1=C(C=NC(=C1)C)C(=O)NC=1SC2=C(N1)CN(C2)C(C2=NC=C(C(=C2C)C)C#N)=O)OC